O=C1NC=CC(=C1)C(=O)OC Methyl 2-oxo-1,2-dihydropyridine-4-carboxylate